L-6-dimethylaminopurine CN(C1=C2NC=NC2=NC=N1)C